CC1(CO[C@@H](C2=CC=CC=C12)CNC)C (S)-1-(4,4-dimethylisochroman-1-yl)-N-methylmethanamine